C(C)N(C1(CC=C(C(=O)C2=CC=CC=C2)C=C1)N(CC)CC)CC 4,4-bis(diethylamino)-benzophenone